NC1=C(C(C(O1)(C)C1=CC=C(C=C1)F)=O)O 5-amino-4-hydroxy-2-(4-fluorophenyl)-2-methyl-furan-3-one